3-[(3-Bromophenyl)sulfanyl]-N-hydroxypyridazine-4-carboxamidine BrC=1C=C(C=CC1)SC=1N=NC=CC1C(=N)NO